(R)-cyclobutyl(6-(2-methyl-2H-pyrazolo[3,4-b]pyridin-5-yl)-4-(1-methyl-1H-pyrazol-5-yl)thieno[2,3-b]pyridin-2-yl)methanol C1(CCC1)[C@@H](O)C1=CC=2C(=NC(=CC2C2=CC=NN2C)C2=CC=3C(N=C2)=NN(C3)C)S1